C(C)(C)(C)[Si](OCCCOC[C@H](C)OC=1C=C2C(=NN(C2=CC1)C1OCCCC1)C1=NC(=NC(=C1S)N1CCCC1)C)(C)C tert-butyl-dimethyl-[3-[(2S)-2-[3-(2-methyl-sulfanyl-6-pyrrolidin-1-yl-pyrimidin-4-yl)-1-tetrahydropyran-2-yl-indazol-5-yl]oxypropoxy]propoxy]silane